CC1=C(C(=CC=C1)C)C=1C=C(C=NC1)[C@H](CC(=O)O)NC(C(CC(C)C)N1C(C=CC(=C1)CN1CCOCC1)=O)=O (3S)-3-(5-(2,6-dimethylphenyl)pyridin-3-yl)-3-(4-methyl-2-(5-(morpholinomethyl)-2-oxopyridin-1(2H)-yl)pentanamido)propanoic acid